CC1=C(C(=CC(=C1)C(F)(F)F)C)NC(CI)=O N-(2,6-dimethyl-4-(trifluoromethyl)phenyl)-2-iodoacetamide